3-(3H-[1,2,3]triazolo[4,5-b]pyridin-5-yl)-N-(4-((benzyloxy)methyl)-2-methoxyphenyl)benzamide N1=NNC2=NC(=CC=C21)C=2C=C(C(=O)NC1=C(C=C(C=C1)COCC1=CC=CC=C1)OC)C=CC2